(S)-2-(4-methylphenylsulfonamido)-5-morpholino-N-(4-morpholinophenyl)-5-oxopentanoamide CC1=CC=C(C=C1)S(=O)(=O)N[C@H](C(=O)NC1=CC=C(C=C1)N1CCOCC1)CCC(=O)N1CCOCC1